2-chloro-1-(2,6-diisopropylphenyl)-1H-benzo[d]imidazole ClC1=NC2=C(N1C1=C(C=CC=C1C(C)C)C(C)C)C=CC=C2